1,2,3-tris(2-mercaptovinyloxy)benzene SC=COC1=C(C(=CC=C1)OC=CS)OC=CS